1-(trans-5-(5-chloro-2-(trifluoromethyl)phenoxy)octahydro-cyclopenta[c]pyrrole-2-carbonyl)-1H-pyrazole-3-carboxylic acid ClC=1C=CC(=C(OC2CC3C(CN(C3)C(=O)N3N=C(C=C3)C(=O)O)C2)C1)C(F)(F)F